BrC=1C=C2C(=C(N=NC2=CC1)Cl)Cl 6-bromo-3,4-dichlorocinnoline